Cl.C1(CCC1)CN1N=CC(=C1)CN (1-(cyclobutylmethyl)-1H-pyrazol-4-yl)methylamine hydrochloride